N-methyl-4-(4,4,5,5-tetramethyl-1,3,2-dioxaborolan-2-yl)picolinamide CNC(C1=NC=CC(=C1)B1OC(C(O1)(C)C)(C)C)=O